C(C)C1SCC(S1)C 2-Ethyl-4-methyl-1,3-dithiolane